4-((2-methoxybenzyl)amino)-6-nitro-2H-benzopyran-2-one COC1=C(CNC2=CC(OC3=C2C=C(C=C3)[N+](=O)[O-])=O)C=CC=C1